2-chloro-N-(5-((4-hydroxybicyclo(2.2.2)octan-1-yl)methoxy)-1,3,4-thiadiazol-2-yl)-5-methoxy-6-methyl-(4,4-bipyridine)-3-carboxamide ClC1=NC(=C(C(=C1C(=O)NC=1SC(=NN1)OCC12CCC(CC1)(CC2)O)C2=CC=NC=C2)OC)C